C=C(C(=O)OCC(=O)N(C)CC(=O)OC(C)(C)C)CC(=O)OCCCCCCCC 1-(2-((2-(tert-butoxy)-2-oxoethyl)(methyl)amino)-2-oxoethyl) 4-octyl 2-methylenesuccinate